(S)-2-(4-((3,4-dimethyl-2-oxo-7-((2,4,6-trifluorobenzyl)carbamoyl)-3,4-dihydroquinazolin-1(2H)-yl)methyl)-3,5-difluorophenoxy)acetic acid ethyl ester C(C)OC(COC1=CC(=C(C(=C1)F)CN1C(N([C@H](C2=CC=C(C=C12)C(NCC1=C(C=C(C=C1F)F)F)=O)C)C)=O)F)=O